(S)-4-(2-(2-(2-hydroxy-2-methylpropanoyl)hydrazinecarbonyl)-4-(4-methylpiperidine-1-carbonyl)thiazol-5-yl)-N-(1,1,1-trifluoropropan-2-yl)naphthalene-1-sulfonamide OC(C(=O)NNC(=O)C=1SC(=C(N1)C(=O)N1CCC(CC1)C)C1=CC=C(C2=CC=CC=C12)S(=O)(=O)N[C@H](C(F)(F)F)C)(C)C